2-methylhydroxytetrahydrofuran CC1(OCCC1)O